BrCC(C)=O bromopropanone